7-(Phenylmethyloxy)-5-bromo-1,4-dimethyl-1H-benzotriazole C1(=CC=CC=C1)COC1=CC(=C(C2=C1N(N=N2)C)C)Br